1-hydroxy-6-methoxy-3-(3-methoxyphenyl)-1,3-dihydrobenzo[c][1,2]Oxaborole-3-carboxylic acid OB1OC(C2=C1C=C(C=C2)OC)(C(=O)O)C2=CC(=CC=C2)OC